The molecule is a flavonoid oxoanion that is the conjugate base of 2'-hydroxyformononetin, obtained by deprotonation of the 7-hydroxy group. Major microspecies at pH 7.3 (according to Marvin v 6.2.0.). It is a conjugate base of a 2'-hydroxyformononetin. COC1=CC(=C(C=C1)C2=COC3=C(C2=O)C=CC(=C3)O)[O-]